(2R,3R,4R,5R)-2-(acetoxymethyl)-5-(2-chloro-9H-purin-9-yl)tetrahydrofuran-3,4-diyl diacetate C(C)(=O)O[C@@H]1[C@H](O[C@H]([C@@H]1OC(C)=O)N1C2=NC(=NC=C2N=C1)Cl)COC(C)=O